rac-5-(aminomethyl)-5-propylimidazolidine-2,4-dione hydrochloride Cl.NC[C@@]1(C(NC(N1)=O)=O)CCC |r|